CN1C(=NC=C1)CN1C2CC(CC1CCC2)NC=2N=C(C1=C(N2)SC=C1)NC1=NNC(=C1)C N2-((3-exo)-9-((1-methyl-1H-imidazol-2-yl)methyl)-9-azabicyclo[3.3.1]non-3-yl)-N4-(5-methyl-1H-pyrazol-3-yl)thieno[2,3-d]pyrimidin-2,4-diamine